[Li+].C(C1=CC=CC=C1)(C1=CC=CC=C1)N[C@H]1CO[C@@H](OC1)C(=O)[O-] trans-5-(benzhydryl-amino)-1,3-dioxane-2-carboxylic acid lithium salt